COC1=CC=C(C=C1)CN(S(=O)(=O)C1=CC(=C(C=C1)NC1=NC=CC(=C1)C(F)(F)F)C=1N=CN(C1)C)C N-[(4-methoxyphenyl)methyl]-N-methyl-3-(1-methylimidazol-4-yl)-4-[[4-(trifluoromethyl)-2-pyridyl]amino]benzenesulfonamide